C(C(C)(C)C)(=O)OCC[C@H]1OC2(O[C@@H]1CC1=C(C=CC=C1)Cl)CCCC2 2-((2R,3R)-3-(2-chlorobenzyl)-1,4-dioxaspiro[4.4]nonan-2-yl)ethyl pivalate